(R)-4-(2-Amino-2-methylpropanoyl)-N-(1-(4-((3-(aminomethyl)pyrrolidin-1-yl)methyl)cyclohex-1-en-1-yl)-2-oxo-1,2-dihydropyrimidin-4-yl)piperazine-1-carboxamide hydrochloride salt Cl.NC(C(=O)N1CCN(CC1)C(=O)NC1=NC(N(C=C1)C1=CC[C@@H](CC1)CN1CC(CC1)CN)=O)(C)C